FC1=C(C=C(C(=C1)F)C1=NC(=CC2=C1C=CN2CC(F)(F)F)NC=2SC(=CN2)C)NC(C=C)=O N-(2,4-difluoro-5-(6-((5-methylthiazol-2-yl)amino)-1-(2,2,2-trifluoroethyl)-1H-pyrrolo[3,2-c]pyridin-4-yl)phenyl)acrylamide